1-benzyl-4-(3-(trifluoromethyl)phenoxy)-1H-pyrazole-5-carboxylic acid C(C1=CC=CC=C1)N1N=CC(=C1C(=O)O)OC1=CC(=CC=C1)C(F)(F)F